2-butyl-1,2-benzisothiazolin C(CCC)N1SC2=C(C1)C=CC=C2